thiolamine S1C(=CC=C1)N